3'-Phosphate [O-]P(=O)=O